C(N)(=O)/C=C/C1=CC=2C(=NC=C3C=CC(N(C23)C2=CC(=CC=C2)C(F)(F)F)=O)C=C1 (E)-9-(2-carbamoyl-vinyl)-2-oxo-1-[3-(trifluoromethyl)phenyl]-1,2-dihydrobenzo[h][1,6]naphthyridine